N-(6-(4-((tert-butyldimethylsilyl)oxy)cyclohex-1-en-1-yl)thiazolo[5,4-b]pyridin-2-yl)-2'-chloro-5'-methoxy-6-methyl-[4,4'-bipyridine]-3-carboxamide [Si](C)(C)(C(C)(C)C)OC1CC=C(CC1)C=1C=C2C(=NC1)SC(=N2)NC(=O)C=2C=NC(=CC2C2=CC(=NC=C2OC)Cl)C